2-bromo-N-(5-chloro-6-(3,4-difluorophenoxy)pyrimidin-4-yl)benzamide BrC1=C(C(=O)NC2=NC=NC(=C2Cl)OC2=CC(=C(C=C2)F)F)C=CC=C1